(1r,2s,6r,7s)-4-(4-hydroxy-1,3-benzothiazol-2-yl)-4-azatricyclo[5.2.1.02,6]dec-8-en-3,5-dione OC1=CC=CC2=C1N=C(S2)N2C([C@H]1[C@H]3C=C[C@@H]([C@H]1C2=O)C3)=O